pyrrolizine-3-carbonitrile C1C=C(N2C=CC=C12)C#N